COC=1C=C(C=C(C1)OC)[C@H]1C[C@H]([C@H]2[C@@H]1OC(O2)(C)C)N2C=C(C1=C2N=C(N=C1Cl)Cl)Br 7-[(3aS,4R,6R,6aR)-6-(3,5-dimethoxyphenyl)-2,2-dimethyl-tetrahydro-3aH-cyclopenta[d][1,3]dioxol-4-yl]-5-bromo-2,4-dichloropyrrolo[2,3-d]pyrimidine